O(C1=CC=CC=C1)C1=CC=C(C=C1)C1=CC=C(C=C1)C(=O)O 4'-phenoxybiphenyl-4-carboxylic acid